OCC1=CC(=C(C=C1)Br)CO 1,3-bis-(hydroxymethyl)-4-bromobenzene